N12CCN(C(CC1)CC2)C(=O)N2N=C(C1=C2COCC1)C1=CC(=C(C=C1)OC(F)F)Cl 1,4-diazabicyclo[3.2.2]nonan-4-yl(3-(3-chloro-4-(difluoromethoxy)phenyl)-4,5-dihydropyrano[3,4-c]pyrazol-1(7H)-yl)methanone